NC1=C2C(N(C(=NC2=CC=C1)C)[C@]1(C(NC(CC1)=O)=O)[2H])=O |r| racemic-3-(5-amino-2-methyl-4-oxoquinazolin-3(4H)-yl)-(3-2H)-piperidine-2,6-dione